(4-{[2-(4-chlorophenyl)imidazo[1,2-a]pyridine-3-yl]methyl}piperazin-1-yl)(pyridine-2-yl)methanone ClC1=CC=C(C=C1)C=1N=C2N(C=CC=C2)C1CN1CCN(CC1)C(=O)C1=NC=CC=C1